C(C)OOC(C(C(C(=O)O)=C)(CO)CO)(OCC)OCC.C(O)C(CC)(CO)CO trimethylolpropane triethoxytrimethylolmethacrylate